BrC1=C(N(N=C1)C)C1=C(C=2CCCOC2C=C1)C#N 6-(4-bromo-2-methyl-pyrazol-3-yl)chromane-5-carbonitrile